CC(CC=O)CCC=C(C)C 3,7-dimethyloct-6-en-1-al